2,4,6-trinitrotoluene-methanol [N+](=O)([O-])C1=C(CCO)C(=CC(=C1)[N+](=O)[O-])[N+](=O)[O-]